FC1(CN(C1)CCCCC(=O)N)F 5-(3,3-difluoroazetidin-1-yl)pentanamide